O[C@@H]1[C@@H](CC12CCN(CC2)C(CN2C(CCC2)=O)=O)[C@@H]2N1C(C3=CC=CC=C23)=CN=C1 1-(2-((1R,2S)-1-hydroxy-2-((S)-5H-imidazo[5,1-a]isoindol-5-yl)-7-azaspiro[3.5]nonan-7-yl)-2-oxoethyl)pyrrolidin-2-one